9-Acetyl-3-iodo-4,7-dimethylimidazo[1,5-a]quinazolin-5(4H)-one tert-Butyl-9-acetyl-4,7-dimethyl-5-oxo-4,5-dihydroimidazo[1,5-a]quinazoline-3-carboxylate C(C)(C)(C)OC(=O)C=1N=CN2C1N(C(C1=CC(=CC(=C21)C(C)=O)C)=O)C.C(C)(=O)C=2C=C(C=C1C(N(C=3N(C21)C=NC3I)C)=O)C